2-((1H-indazol-5-yl)oxy)-N-((2,4-dimethylphenyl)sulfonyl)acetamide N1N=CC2=CC(=CC=C12)OCC(=O)NS(=O)(=O)C1=C(C=C(C=C1)C)C